Tri-Methyl-Gallium C[Ga](C)C